C(C)(C)(C)OC(=O)N1CCN(CC1)C1=CC(=CC=C1)B1OC(C(O1)(C)C)(C)C.C(C)(=O)N1[C@@](C(C2=CC=CC=C12)=CC1=CC=CC=C1)(C(=O)NC(C)(C)C)C1=NC=CC=C1 |r| (±)-1-acetyl-3-benzylidene-N-tert-butyl-2-(pyridin-2-yl)indoline-2-carboxamide tert-butyl-4-[3-(4,4,5,5-tetramethyl-1,3,2-dioxaborolan-2-yl)phenyl]piperazine-1-carboxylate